C(CC)N(CCC1=CNC2=CC=CC=C12)C(C)C N-Propyl-N-isopropyltryptamine